tert-Butyl N-{4-[7-chloro-2-[2-(prop-2-ynyloxy)ethoxy]-10,11-dihydro-5H-dibenzo[b,f]azepin-5-yl]butyl}-N-methyl-carbamate ClC1=CC2=C(CCC3=C(N2CCCCN(C(OC(C)(C)C)=O)C)C=CC(=C3)OCCOCC#C)C=C1